N[C@@H](CCCCN)C(=O)O.C(C1=CC=CC=C1)N1C(C2C(OC(C1CC1=CC=CC=C1)O2)C(=O)O)=O 3,4-dibenzyl-2-oxo-6,8-dioxa-3-azabicyclo[3.2.1]octane-7-carboxylic acid L-lysine Salt